OC(C)C=1C(=NC(=CC1)N1C=NC2=C1C=CC(=C2)NC=2N=NC(=CC2)C)N(C)CC2(CC2)C#N 1-[[[3-(1-hydroxyethyl)-6-[5-[(6-methylpyridazin-3-yl)amino]benzimidazol-1-yl]-2-pyridyl]-methyl-amino]methyl]cyclopropanecarbonitrile